2-((2-(3-((tert-butoxycarbonyl)amino)butyl)-3,4-difluorophenyl)amino)-5-fluoro-4-(trifluoromethyl)-benzoic acid C(C)(C)(C)OC(=O)NC(CCC1=C(C=CC(=C1F)F)NC1=C(C(=O)O)C=C(C(=C1)C(F)(F)F)F)C